C(C)(C)(C)OC(N(C1=CC(=CC=C1)SC)CC1=NC=C(C(=C1C)OC)C)=O ((4-methoxy-3,5-dimethylpyridin-2-yl)methyl)-(3-(methylthio)phenyl)carbamic acid tert-butyl ester